(4S)-4-benzyl-3-(2-(7-methoxy-2,3-dihydrobenzofuran-3-yl)acetyl)oxazolidin-2-one C(C1=CC=CC=C1)[C@@H]1N(C(OC1)=O)C(CC1COC2=C1C=CC=C2OC)=O